(R)-3-((5-cyclopropyl-4-(2-(ethoxymethoxy)-4-ethynylphenyl)pyridazin-3-yl)amino)piperidin C1(CC1)C=1C(=C(N=NC1)N[C@H]1CNCCC1)C1=C(C=C(C=C1)C#C)OCOCC